Cl.FC1(CC(CC1)NC)F 3,3-difluoro-N-methylcyclopentane-1-amine hydrochloride